[C@@H]1([C@H](O)[C@H](O)[C@H](O1)CO)N1N=C2C=CCNC=3C2=C1N=CN3 2-β-D-Ribofuranosyl-6,7-dihydro-2H-1,2,3,5,6-pentaazabenzo[cd]azulene